C(C)(C)(C)OC(=O)N1CC=2N(CC1)C=CN2 5,6,7,8-tetrahydroimidazo[1,2-a]pyrazine-7-carboxylic acid tert-butyl ester